ethyl (S)-3-(3-(4-hydroxy-1-methyl-2-oxo-1,2-dihydropyridin-3-yl)ureido)-3-(3-(3-(trifluoromethyl) benzyl)phenyl)propanoate OC1=C(C(N(C=C1)C)=O)NC(N[C@@H](CC(=O)OCC)C1=CC(=CC=C1)CC1=CC(=CC=C1)C(F)(F)F)=O